C(C)(C)(C)OC(=O)C1=CC=C(C=C1)N1CCC(CC1)CN1CCN(CC1)C1=CC(=C(C(=O)OC)C=C1)F methyl 4-[4-[[1-(4-tert-butoxycarbonylphenyl)-4-piperidinyl] methyl] piperazin-1-yl]-2-fluorobenzoate